N1C(=NC2=C1C=CC=C2)C2=CC=C(C=NNC1=CC=CC=C1)C=C2 2-(4-(1H-benzimidazole-2-yl)benzylidene)-N-phenylhydrazine